((2S,4S)-1-(1-hydroxy-1,3-dihydrobenzo[c][1,2]oxaborole-6-carbonyl)-4-(1-hydroxy-1,3-dihydrobenzo[c][1,2]oxaborole-6-carboxamido)pyrrolidine-2-carbonyl)glycine OB1OCC2=C1C=C(C=C2)C(=O)N2[C@@H](C[C@@H](C2)NC(=O)C=2C=CC1=C(B(OC1)O)C2)C(=O)NCC(=O)O